N-methyl-5-(pyrrolidin-3-ylethynyl)picolinamide CNC(C1=NC=C(C=C1)C#CC1CNCC1)=O